C(C)(C)(C)OC(=O)N1C2(CC2)CN(CC1)C=1C=NC(=CC1)[N+](=O)[O-] 7-(6-Nitropyridin-3-yl)-4,7-diazaspiro[2.5]octane-4-carboxylic acid tert-butyl ester